C(CC)C(C(=O)OCCCC)C(C(=O)OCCCC)CCC di-n-butyl 2,3-di-n-propylsuccinate